3,3-dicarbazolyl-biphenyl C1(=CC=CC=2C3=CC=CC=C3NC12)C1(CC(=CC=C1)C1=CC=CC=C1)C1=CC=CC=2C3=CC=CC=C3NC12